aminovinyl ketone NC=CC(=O)C=CN